N,2,3-trimethyl-2-isopropylbutylamide C[N-]CC(C(C)C)(C(C)C)C